1-methyl-N-(2-(trifluoromethyl)pyridin-4-yl)-4,5-dihydro-1H-benzo[g]indazole-3-carboxamide CN1N=C(C=2CCC3=C(C12)C=CC=C3)C(=O)NC3=CC(=NC=C3)C(F)(F)F